4-amino-N-((5S)-6,6-dimethyl-2-(trifluoromethyl)-6,7-dihydro-5H-cyclopenta[b]pyridin-5-yl)-7-fluoro-N-methyl-1,3-dihydrofuro[3,4-c]quinoline-8-carboxamide NC1=NC=2C=C(C(=CC2C2=C1COC2)C(=O)N(C)[C@H]2C(CC1=NC(=CC=C12)C(F)(F)F)(C)C)F